2-chloro-3-(2-fluorophenyl)-3-oxopropanoic acid ethyl ester C(C)OC(C(C(=O)C1=C(C=CC=C1)F)Cl)=O